1-(5-(methylamino)pentyl)piperidine-2,6-dione CNCCCCCN1C(CCCC1=O)=O